ClC1=C(C(=NC(=N1)C1=NC=CC=C1)NC1=C(C=C(C=C1)C(F)(F)F)[N+](=O)[O-])C(F)(F)F 6-chloro-N-[2-nitro-4-(trifluoromethyl)phenyl]-2-(2-pyridyl)-5-(trifluoromethyl)-4-pyrimidinamine